(S)-7-methyl-7-((((S)-1-oxo-1-(4-(5-(trifluoromethyl)pyrimidin-2-yl)piperazin-1-yl)propan-2-yl)amino)methyl)-4-(trifluoromethyl)-2,5,6,7-tetrahydro-3H-cyclopenta[c]pyridazin-3-one C[C@]1(CCC=2C1=NNC(C2C(F)(F)F)=O)CN[C@H](C(N2CCN(CC2)C2=NC=C(C=N2)C(F)(F)F)=O)C